Cl.CN(CCCN=C=N)C 3-(3-Dimethylaminopropyl)carbodiimide Hydrochloride